C(=O)(O)SC(=O)O dicarboxyl-sulfan